bis(diphenylphosphino)ferrocene palladium(II) [Pd+2].C1(=CC=CC=C1)P(C1=CC=CC=C1)[C-]1C=CC=C1.[C-]1(C=CC=C1)P(C1=CC=CC=C1)C1=CC=CC=C1.[Fe+2]